C[Si]1(OC(C=2C(=C3[C@H]4[C@H](C(OC3=CC2CCCCC)(C)C)CCC(=C4)C)O1)=O)C (8aR,12aR)-2,2,8,8,11-Pentamethyl-5-pentyl-8a,9,10,12a-tetrahydro-4H,8H-benzo[c][1,3,2]dioxasilino[4,5-f]chromen-4-one